6-methoxy-9-(4-(methylthio)benzyl)-9H-pyrido[3,4-b]indole COC=1C=C2C3=C(N(C2=CC1)CC1=CC=C(C=C1)SC)C=NC=C3